FC1=CSC2=C1C(=CC=C2)F 3,4-difluorobenzothiophene